FC1=C(C=CC=C1C(F)(F)F)[C@@H]1N(OCC1)C1=CC(=NC=N1)NC=1C(=CC(=C(C1)NC(C=C)=O)N1CCC(CC1)N1CCN(CC1)C)OC (R)-N-(5-((6-(3-(2-fluoro-3-(trifluoromethyl)phenyl)isoxazolidin-2-yl)pyrimidin-4-yl)amino)-4-methoxy-2-(4-(4-methylpiperazin-1-yl)piperidin-1-yl)phenyl)acrylamide